indole-d N1C(=CC2=CC=CC=C12)[2H]